FC(C(C(C(C(C(C(C(C(C(C(C(F)(F)F)(F)F)(F)F)(F)F)(F)F)(F)F)(F)F)(F)F)(F)F)(F)F)(F)F)(S(=O)(=O)O)F perfluoro-n-dodecyl-sulfonic acid